N,N-di(isopropyl) ethylenediamine 1,2,3,4-tetrahydropyrrolo[1,2-a]pyrazine-7-carboxylate C1C=2N(CCN1)C=C(C2)C(=O)O.C(C)(C)N(CCN)C(C)C